N-(2-aminoethyl)-N'-[3-(tri-methoxysilyl)propyl]ethylenediamine NCCNCCNCCC[Si](OC)(OC)OC